The molecule is an organic anion resulting from the deprotonation of the 3-hydroxy group of 2,3,4,7,9-pentahydroxy-6-methyl-1H-phenalen-1-one; major microspecies at pH 7.3. It is a conjugate base of a 2,3,4,7,9-pentahydroxy-6-methyl-1H-phenalen-1-one. CC1=CC(=C2C3=C1C(=O)C=C(C3=C(C(=C2O)O)[O-])O)O